(S)-Benzyl 2-(3-Amino-2-oxopyrrolidin-1-yl)acetate N[C@@H]1C(N(CC1)CC(=O)OCC1=CC=CC=C1)=O